tert-Butyl (1s,3s)-3-(hydroxymethyl)-3-nitrocyclobutane-1-carboxylate OCC1(CC(C1)C(=O)OC(C)(C)C)[N+](=O)[O-]